ClC1=C(C(=NC2=CC=CN=C12)SC)[N+](=O)[O-] 4-chloro-2-(methylthio)-3-nitro-1,5-naphthyridine